O=C1NC(CC[C@@H]1NC1=CC=C(C=C1)C1CCNCC1)=O 4-(4-(((S)-2,6-dioxopiperidin-3-yl)amino)phenyl)piperidin